N,N-dimethyl-4-(7-Methoxy-1-methyl-β-carbolin-9-yl)butylamine CN(C)CCCCN1C2=CC(=CC=C2C=2C=CN=C(C12)C)OC